Nα-acetyl-N1-lysyl-4-methyl-2,6-dihydropyridine-3,5-dicarbaldehyde C(C)(=O)N[C@@H](CCCCN)C(=O)N1CC(C(=C(C1)C=O)C)C=O